2-chloro-5-({[(1-hydroxycyclopropyl)carbonyl]amino}methyl)-N-[1-(2-methoxypyridin-4-yl)-1H-indazol-4-yl]benzamide ClC1=C(C(=O)NC2=C3C=NN(C3=CC=C2)C2=CC(=NC=C2)OC)C=C(C=C1)CNC(=O)C1(CC1)O